11-(4-(3'-phenyl-1,1'-biphenyl-3-yl)-6-phenyl-1,3,5-triazine-2-yl)-12-phenyl-11H,12H-indolo[2,3-a]carbazole C1(=CC=CC=C1)C=1C=C(C=CC1)C1=CC(=CC=C1)C1=NC(=NC(=N1)C1=CC=CC=C1)N1C2=CC=CC=C2C2=CC=C3C(=C12)N(C=1C=CC=CC13)C1=CC=CC=C1